COC1=CC=C(C(=O)N2CC=3NC4=CC=CC=C4C3CC2)C=C1 2-(4-methoxybenzoyl)-2,3,4,9-tetrahydro-1H-β-carboline